(S)-1-(3-(1-((2-ethyl-2H-pyrazolo[3,4-b]pyrazin-6-yl)amino)ethyl)phenyl)-3-(6-(trifluoromethyl)pyridin-3-yl)urea C(C)N1N=C2N=C(C=NC2=C1)N[C@@H](C)C=1C=C(C=CC1)NC(=O)NC=1C=NC(=CC1)C(F)(F)F